(1-((5-amino-2-methylphenyl)sulfonyl)piperidin-4-yl)methanol NC=1C=CC(=C(C1)S(=O)(=O)N1CCC(CC1)CO)C